(R)-1-(8-chloro-6-oxo-1,4,5,6-tetrahydro-2H-pyrano[3,4-c]isoquinolin-1-yl)-1-ethyl-3-(4-fluoro-3-methylphenyl)urea ClC=1C=CC=2C3=C(NC(C2C1)=O)COC[C@@H]3N(C(=O)NC3=CC(=C(C=C3)F)C)CC